3-methylbutylcyclohexan-1-ol CC(CCC1(CCCCC1)O)C